1-(2-(methylsulfonyl)-6-(thiophen-2-yl)pyrimidin-4-yl)pyrrolidin-2-one CS(=O)(=O)C1=NC(=CC(=N1)N1C(CCC1)=O)C=1SC=CC1